BrC(=CC1=CC(=CC=C1)OC)Br (2,2-dibromovinyl)-3-methoxybenzene